ethyl (2Z)-4-[(1S,4S,5R)-5-[[5-cyclopropyl-3-(2,6-dichlorophenyl)-1,2-oxazol-4-yl] methoxy]-2-azabicyclo[2.2.1]heptan-2-yl]-2-(2-methylhydrazin-1-ylidene)-4-oxobutanoate C1(CC1)C1=C(C(=NO1)C1=C(C=CC=C1Cl)Cl)CO[C@H]1[C@@H]2CN([C@H](C1)C2)C(C/C(/C(=O)OCC)=N/NC)=O